methyl-aminobenzenesulfonic acid CC=1C(=C(C=CC1)S(=O)(=O)O)N